C(#N)[C@H](CC1=CC=C(C=C1)C1=CC=C(C=C1)C#N)NC(=O)[C@H]1OCCCN(C1)C(=O)OC(C)(C)C tert-butyl (2S)-2-{[(1S)-1-cyano-2-(4'-cyanobiphenyl-4-yl)ethyl] carbamoyl}-1,4-oxazepane-4-carboxylate